3-fluoro-5-((3-hydroxy-2-methyl-7-nitro-1,1-dioxido-2,3-dihydrobenzo[d]isothiazol-6-yl)oxy)benzonitrile FC=1C=C(C#N)C=C(C1)OC1=C(C2=C(C(N(S2(=O)=O)C)O)C=C1)[N+](=O)[O-]